[Ca].O=C1C(NCCN1)=O diketopiperazine calcium salt